Methyl 6-((1-acetylpiperidin-4-yl) amino)-2-methylpyrimidine-4-carboxylate C(C)(=O)N1CCC(CC1)NC1=CC(=NC(=N1)C)C(=O)OC